COC(C1=C(C=CC(=C1)NC(=O)C1(CC1)C1=C(C=C(C=C1)OC(F)(F)F)F)C=1C=NN(C1)CC(C)C)=O.O(C1=CC=CC=C1)C1=CC=C(C=C1)N1CCCCC1 1-(4-phenoxyphenyl)piperidine Methyl-5-[({1-[2-fluoro-4-(trifluoromethoxy)phenyl]cyclopropyl}carbonyl)amino]-2-(1-isobutyl-1H-pyrazol-4-yl)benzoate